3-(6-(2-chloro-5-methoxypyridin-3-yl)-3-(1-methyl-1H-pyrazolo[4,3-c]pyridin-7-yl)-2,4-dioxo-3,4-dihydrothieno[3,2-d]pyrimidin-1(2H)-yl)propanenitrile ClC1=NC=C(C=C1C1=CC=2N(C(N(C(C2S1)=O)C=1C2=C(C=NC1)C=NN2C)=O)CCC#N)OC